C(C)(=O)C1=CC=C(C=C1)N1N=CC=2C(C1=O)=C(N(C2C)C2=CC(=CC=C2)N2CCC2)C 2-(4-Acetyl-phenyl)-6-(3-(azetidin-1-yl)phenyl)-5,7-dimethyl-2,6-dihydro-1H-pyrrolo[3,4-d]pyridazin-1-one